1-chloro-2,6,14-trimethyloctadecane ClCC(CCCC(CCCCCCCC(CCCC)C)C)C